BrC1=C(C=2C(=NC=C3C2C2(CCOCC2)C(N3C)=O)N1S(=O)(=O)C1=CC=CC=C1)C1=CC=CC=C1 2-bromo-6-methyl-1-phenyl-3-(phenylsulfonyl)-2',3,3',5',6,6'-hexahydro-7H-spiro[dipyrrolo[2,3-b:3',2'-d]pyridine-8,4'-pyran]-7-one